(5-bromo-4-methylthiophene-2-yl)diphenylphosphine oxide BrC1=C(C=C(S1)P(C1=CC=CC=C1)(C1=CC=CC=C1)=O)C